2-((4,6-dicyclohexylpyrimidin-5-yl)amino)-5-fluoro-6-(2-fluoro-6-methoxyphenyl)nicotinoyl chloride C1(CCCCC1)C1=NC=NC(=C1NC1=C(C(=O)Cl)C=C(C(=N1)C1=C(C=CC=C1OC)F)F)C1CCCCC1